1-[3-(triethoxysilyl)propyl]-4-methylpiperazine C(C)O[Si](CCCN1CCN(CC1)C)(OCC)OCC